[5-chloro-6-(2H-1,2,3-triazol-2-yl)-1H-Pyrrolo[2,3-b]pyridin-3-yl][(2R,6R)-1-(5-fluoro-3-iodopyridin-2-yl)-2,6-dimethylpiperidin-4-yl]methanone ClC=1C=C2C(=NC1N1N=CC=N1)NC=C2C(=O)C2C[C@H](N([C@@H](C2)C)C2=NC=C(C=C2I)F)C